ClC1=CC(=C(C=C1)N1C(N2C(CN(CC2)C=2C(=NC(=CC2)C=2C(=NC=CC2)OCC)C=O)(C1)C)=O)C(F)(F)F 3-[2-[4-Chloro-2-(trifluoromethyl)phenyl]-8a-methyl-3-oxo-1,5,6,8-tetrahydroimidazo[1,5-a]pyrazin-7-yl]-6-(2-ethoxypyridin-3-yl)pyridine-2-carbaldehyde